CN1N=CC(=C1)C1NCCC1 1-Methyl-4-(pyrrolidin-2-yl)-1H-pyrazole